C(#N)C1=CC(=C(OCC=2C=C(OC3CCN(CC3)CC3=NC4=C(N3C[C@H]3OCC3)C=C(C=C4C)C(=O)OC)C=CC2)C=C1)F methyl (S)-2-((4-(3-((4-cyano-2-fluorophenoxy)methyl)phenoxy)piperidin-1-yl)methyl)-4-methyl-1-(oxetan-2-ylmethyl)-1H-benzo[d]imidazole-6-carboxylate